CC(C(=O)OC)(C)NC[C@@H]([C@@H]([C@@H](COCC1=CC=CC=C1)OCC1=CC=CC=C1)OCC1=CC=CC=C1)OCC1=CC=CC=C1 Methyl 2-methyl-2-{[(2S,3S,4R)-2,3,4,5-tetrakis(benzyloxy)pentyl]amino}propanoate